5-(4-bromophenyl)-2-(methylsulfanyl)-1H-pyrrole-3-carbonitrile BrC1=CC=C(C=C1)C1=CC(=C(N1)SC)C#N